C1(=C(C=CC(=C1)C)C)C=1C(NC2(C1OC(=O)OCC)CCC(CC2)OC)=O 3-(2,5-Xylyl)-4-(ethoxycarbonyloxy)-8-methoxy-1-azaspiro[4.5]dec-3-en-2-one